1-(4-hydroxyphenyl)-3-(1-methylcyclopropyl)imidazol-2-one OC1=CC=C(C=C1)N1C(N(C=C1)C1(CC1)C)=O